6-Methylbenzo[d][1,3]dioxole-5-carboxylic acid CC=1C(=CC2=C(OCO2)C1)C(=O)O